5-chloro-3-(2-oxo-2-(4-(o-tolyl)piperazin-1-yl)ethyl)-1H-indole-2-carboxylic acid ClC=1C=C2C(=C(NC2=CC1)C(=O)O)CC(N1CCN(CC1)C1=C(C=CC=C1)C)=O